C1(=CC=CC2=CC=CC=C12)N1C(=C(C(C2=CC=CC=C12)=O)C1=CC=C(C=C1)[N+](=O)[O-])C1=CC=CC=C1 1-(naphthalen-1-yl)-3-(4-nitrophenyl)-2-phenylquinolin-4(1H)-one